O(CCCCCCCCCCCCCCC)Cl oxacetylchloride